1-Pentyl-2-propylpiperidinium cyanid (2R,5R)-tert-butyl-5-((R)-1-(3-(benzyloxy)picolinamido)-2-hydroxyethyl)-1-methylpyrrolidine-2-carboxylate C(C)(C)(C)OC(=O)[C@@H]1N([C@H](CC1)[C@H](CO)NC(C1=NC=CC=C1OCC1=CC=CC=C1)=O)C.[C-]#N.C(CCCC)[NH+]1C(CCCC1)CCC